FC=1C=C(C=CC1F)N1C(OCCC12CCN(CC2)C(=O)OC(C)(C)C)=O tert-butyl 1-(3,4-difluorophenyl)-2-oxo-3-oxa-1,9-diazaspiro[5.5]undecane-9-carboxylate